BrC=1C=CC2=C(C1)N1N(C(C(C1)(C)C)=O)C21C(N(C(C1)=O)C)=O 6-Bromo-1',2,2-trimethyl-2,3-dihydro-1H-spiro[pyrazolo[1,2-a]indazole-9,3'-pyrrolidine]-1,2',5'-trione